3-methylsulfanyl-1,2,4-triazin-5(4H)-one CSC1=NN=CC(N1)=O